ClC1=CC=C(CN2C=3N(C4=C(C2=O)CN(CC4)CC4=CC=CC=C4)N=CN3)C=C1 4-(4-chlorobenzyl)-7-benzyl-6,7,8,9-tetrahydropyrido[3,4-e][1,2,4]triazolo[1,5-a]pyrimidin-5(4H)-one